butyl-α-(4-chlorophenyl)-1H-1,2,4-triazole-1-propionitrile C(CCC)C1=NN(C=N1)CC(C#N)C1=CC=C(C=C1)Cl